CC(C(=O)[O-])N The molecule is an alpha-amino-acid anion that is the conjugate base of alanine, arising from deprotonation of the carboxy group. It has a role as a metabolite. It is a conjugate base of an alanine.